2-pyridyl-(3-methoxy)-benzylsulfide N1=C(C=CC=C1)C(C1=CC(=CC=C1)OC)SC(C1=CC(=CC=C1)OC)C1=NC=CC=C1